CC=1C=C(C=CC1)C=1C(=C(C(=CC1O)CCCCC)C1=NN=NN1)O 3'-methyl-4-pentyl-3-(1H-tetrazol-5-yl)-[1,1'-biphenyl]-2,6-diol